C(C)(C)(C)C1=CC=C(C=C1)C(CC(C=O)[2H])=O 4-(4-(tert-butyl)phenyl)-4-oxobutanal-2-d